(rac)-3'-((3-Fluorophenyl)ethynyl)-3-propyl-7',8'-dihydro-6'H-spiro[oxazolidine-5,5'-quinolin]-2-one FC=1C=C(C=CC1)C#CC=1C=NC=2CCC[C@@]3(C2C1)CN(C(O3)=O)CCC |r|